4-[[2-chloro-5-(tetrahydropyran-2-yloxymethyl)-3-pyridinyl]-hydroxy-methyl]-4-methyl-piperidine-1-carboxylic acid tert-butyl ester C(C)(C)(C)OC(=O)N1CCC(CC1)(C)C(O)C=1C(=NC=C(C1)COC1OCCCC1)Cl